Methyl 5-(N-(cyclopropylmethyl) methylsulfonylamino)-2-hydroxybenzoate C1(CC1)CN(C=1C=CC(=C(C(=O)OC)C1)O)S(=O)(=O)C